5-((1-(4-((3aR,6aR)-4-Methylhexahydropyrrolo[3,2-b]pyrrol-1(2H)-yl)phenyl)-1H-imidazol-4-yl)amino)pyrazine-2-carbonitrile CN1CC[C@H]2N(CC[C@H]21)C2=CC=C(C=C2)N2C=NC(=C2)NC=2N=CC(=NC2)C#N